C(C)(C)(C)OC(=O)NC1CCC(CC1)S=C(C)O.CN(CCCNC(C(=C)C)=O)C N-[3-(dimethylamino)propyl]methacrylamide S-((1r,4r)-4-((tert-Butoxycarbonyl)amino)cyclohexyl)Ethanethioate